4-(1-(3,5-dichloro-4-(4-(prop-2-yn-1-yl)piperazin-1-yl)phenyl)-2-methyl-1H-benzo[d]imidazoL-6-yl)pyridin-2-amine ClC=1C=C(C=C(C1N1CCN(CC1)CC#C)Cl)N1C(=NC2=C1C=C(C=C2)C2=CC(=NC=C2)N)C